3-[(2S)-2-[(tert-butoxycarbonyl)amino]-3-methoxy-3-oxopropyl]-5-fluoro-phenoxymethylboronic acid C(C)(C)(C)OC(=O)N[C@@H](CC=1C=C(OCB(O)O)C=C(C1)F)C(=O)OC